tert-butyl 2-{2-[(3-{4-amino-3-[4-(difluoromethanesulfonamido)-3-[(1S)-1-(4-fluorophenyl)ethoxy]phenyl]-1-methyl-1H-pyrazolo[4,3-c]pyridin-7-yl}prop-2-yn-1-yl)oxy]ethoxy}acetate NC1=NC=C(C2=C1C(=NN2C)C2=CC(=C(C=C2)NS(=O)(=O)C(F)F)O[C@@H](C)C2=CC=C(C=C2)F)C#CCOCCOCC(=O)OC(C)(C)C